2-((1H-indol-4-yl)oxy)isonicotinonitrile N1C=CC2=C(C=CC=C12)OC=1C=C(C#N)C=CN1